NC(C)(C)C1=CC(=NC(=C1)C1=CCCCC1)OC1[C@@H]2CN(C[C@H]12)C(=O)C1=C(N=C(S1)C1=NC=CC=N1)C ((1R,5S,6s)-6-((4-(2-aminopropan-2-yl)-6-(cyclohex-1-en-1-yl)pyridin-2-yl)oxy)-3-azabicyclo[3.1.0]hexan-3-yl)(4-methyl-2-(pyrimidin-2-yl)thiazol-5-yl)methanone